methyl 3-(bromodifluoromethoxy)-1-methyl-1H-pyrazole-5-carboxylate BrC(OC1=NN(C(=C1)C(=O)OC)C)(F)F